3-cyclopropyl-3-(3-((3-((diisopropylamino)methyl)-4-(5-fluoro-2-methoxypyridin-4-yl)phenoxy)carbonyl)phenyl)-2-fluoro-2-methylpropanoic acid C1(CC1)C(C(C(=O)O)(C)F)C1=CC(=CC=C1)C(=O)OC1=CC(=C(C=C1)C1=CC(=NC=C1F)OC)CN(C(C)C)C(C)C